1-[(2R,4S,5R)-4-[(tert-butyldimethylsilyl)oxy]-5-{[(tert-butyldimethylsilyl)oxy]methyl}-5-(hydroxymethyl)oxolan-2-yl]-3H-pyrimidine-2,4-dione [Si](C)(C)(C(C)(C)C)O[C@H]1C[C@@H](O[C@]1(CO)CO[Si](C)(C)C(C)(C)C)N1C(NC(C=C1)=O)=O